FC=1C(=C(N)C(=CC1COC)C(=C)C)C(=C)C 3-fluoro-4-(methoxymethyl)-2,6-di(prop-1-en-2-yl)aniline